N'-(1,3-diphenyl-1H-pyrazol-5-yl-carbonyl)-2-hydroxypyridin-3-yl-carbohydrazide C1(=CC=CC=C1)N1N=C(C=C1C(=O)N(NC=1C(=NC=CC1)O)C(=O)NN)C1=CC=CC=C1